2,4,4,5,7,7,8,8,10-nonafluoroundecane FC(C)CC(C(CC(C(CC(C)F)(F)F)(F)F)F)(F)F